C(C)(=O)O[BH-](OC(C)=O)OC(C)=O.[Na+].C1(CC1)N(C)CC1CN(C1)C1=NC=C(C=N1)C(=O)NC=1C=C(C=2N(C1)C=C(N2)C)F 2-[3-[[cyclopropyl(methyl)amino]methyl]azetidin-1-yl]-N-(8-fluoro-2-methyl-imidazo[1,2-a]pyridin-6-yl)pyrimidine-5-carboxamide Sodium triacetoxyborohydride